1,4-bisMethyl-1,4-butanediamine CC(CCC(N)C)N